4-fluoro-N-((2S)-1-(4-(neopentylsulfinyl)phenylamino)-1-oxo-3-phenylpropan-2-yl)benzamide FC1=CC=C(C(=O)N[C@H](C(=O)NC2=CC=C(C=C2)S(=O)CC(C)(C)C)CC2=CC=CC=C2)C=C1